1-bromo-3-fluoro-4-methylbenzene BrC1=CC(=C(C=C1)C)F